BrC1=CC(=C(C=C1C)CC#N)Cl 2-(4-bromo-2-chloro-5-methyl-phenyl)acetonitrile